Cl.NN1SCCC1 2-aminoisothiazolidine hydrochloride salt